F[C@@H]1[C@@H](C1)C(=O)NC=1SC2=C(N1)C=CC(=C2)C2=C(C=CC=1N=CSC12)C (1S,2S)-2-fluoro-N-(6'-methyl-[6,7'-bibenzo[d]thiazol]-2-yl)cyclopropane-1-carboxamide